2-(benzyloxy)-3-(4,4,5,5-tetramethyl-1,3,2-dioxaborolan-2-yl)pyridine C(C1=CC=CC=C1)OC1=NC=CC=C1B1OC(C(O1)(C)C)(C)C